N1C=CC2=CC=CC(=C12)C1=NN(C=C1)C 3-(1H-indol-7-yl)-1-methyl-1H-pyrazol